FC1=C(OCC([C@H](CC(=O)O)NC([C@H](C(C)C)NC(=O)C2=NC3=CC=CC=C3C=C2)=O)=O)C(=CC=C1)F (3S)-5-(2,6-difluorophenoxy)-3-[[(2S)-3-methyl-2-(quinolinecarbonylamino)butanoyl]amino]-4-oxopentanoic acid